C(#N)C1=CC=C(C(=O)OCCCCC)C=C1 amyl p-cyanobenzoate